6-(1-Methyl-1H-pyrazol-4-yl)-4-(1-(tetrahydro-2H-pyran-2-yl)-1H-pyrazol-4-yl)pyridine CN1N=CC(=C1)C1=CC(=CC=N1)C=1C=NN(C1)C1OCCCC1